2,3-dichloro-5,6-bis(4-bromophenyl)pyrazine ClC1=NC(=C(N=C1Cl)C1=CC=C(C=C1)Br)C1=CC=C(C=C1)Br